4-methylsulfonyloxypiperidine-1-carboxylic acid benzyl ester C(C1=CC=CC=C1)OC(=O)N1CCC(CC1)OS(=O)(=O)C